Cl.ClC1=CC=2N(C(NC(C2C(=N1)OCCNC)=O)=O)C1=C(C=CC(=C1)[N+](=O)[O-])F 7-chloro-1-(2-fluoro-5-nitrophenyl)-5-[2-(methylamino)ethoxy]pyrido[4,3-d]pyrimidine-2,4(1H,3H)-dione hydrochloride